N-ethyl-2,4-dihydroxy-5-isopropyl-N-(3-(morpholinylmethyl)phenyl)benzamide sodium dodecane-1-sulfonate C(CCCCCCCCCCC)S(=O)(=O)[O-].[Na+].C(C)N(C(C1=C(C=C(C(=C1)C(C)C)O)O)=O)C1=CC(=CC=C1)CN1CCOCC1